ClC=1C=C2C(=C(C(=NC2=CC1)C)C(C(=O)O)CCC)C1=CC=CC=C1 2-(6-chloro-2-methyl-4-phenylquinolin-3-yl)pentanoic acid